BrC=1N=C(C(=NC1)NC(COC)COC)C 5-bromo-N-(1,3-dimethoxypropan-2-yl)-3-methylpyrazin-2-amine